(S)-3-cyano-N-(1-(1-(5-((dimethyl(oxo)-λ6-sulfaneylidene)amino)pyridin-2-yl)-1H-1,2,4-triazol-5-yl)ethyl)-N-ethyl-5-(trifluoromethyl)benzamide C(#N)C=1C=C(C(=O)N(CC)[C@@H](C)C2=NC=NN2C2=NC=C(C=C2)N=S(=O)(C)C)C=C(C1)C(F)(F)F